C1(CC1)C1=NN(C=C1I)[C@@H]1C[C@H](C1)CO (trans-3-(3-cyclopropyl-4-iodo-1H-pyrazol-1-yl)cyclobutyl)methanol